FC=1C=CC(=C(OCCOCCNC(OC(C)(C)C)=O)C1)C=1N=NC(=C2C1SC=C2F)C=2C=C1CCNCC1=CC2 tert-butyl N-[2-[2-[5-fluoro-2-[3-fluoro-4-(1,2,3,4-tetrahydroisoquinolin-6-yl)thieno[2,3-d]pyridazin-7-yl]phenoxy]ethoxy]ethyl]carbamate